FC(C(=O)O)(F)F.FC=1C=2N(C=C(C1)NC(=O)N1CCC=3C1=NC=CC3N3CC(NC(C3)(C)C)(C)C)C=C(N2)C N-(8-fluoro-2-methylimidazo[1,2-a]pyridin-6-yl)-4-(3,3,5,5-tetramethylpiperazin-1-yl)-2,3-dihydro-1H-pyrrolo[2,3-b]pyridine-1-carboxamide 2,2,2-trifluoroacetate